3-chloro-4-((2,4-difluorophenyl)methoxy-d2)-5',6-dimethyl-2'-(3-(methylsulfonyl)-1H-pyrazol-1-yl)-2H-[1,4'-bipyridyl]-2-one ClC=1C(N(C(=CC1OC([2H])([2H])C1=C(C=C(C=C1)F)F)C)C1=CC(=NC=C1C)N1N=C(C=C1)S(=O)(=O)C)=O